ethylene glycol ethyl tertiary butyl ether C(C)(C)(C)OCCOCC